N-(8-(cyclopropylamino)-5-(6-morpholino-[1,2,4]triazolo[1,5-a]pyridin-2-yl)-2,7-naphthyridin-3-yl)cyclopropanecarboxamide C1(CC1)NC=1N=CC(=C2C=C(N=CC12)NC(=O)C1CC1)C1=NN2C(C=CC(=C2)N2CCOCC2)=N1